dihydrogen thiophosphate P(=S)(O)(O)[O-]